3-(2-aminoethyl)-2-imino-9,10-dimethoxy-6h,7h-pyrimido[4,3-a]isoquinolin-4-one NCCN1C(N2C(C3=CC(=C(C=C3CC2)OC)OC)=CC1=N)=O